[1,3]dioxolo[4,5-g]pyrido[2,1-b]quinazoline-6-carboxamide hydrochloride Cl.O1COC=2C1=CC1=CN3C(N=C1C2)=C(C=CC3)C(=O)N